2-(3-chloro-2-fluoro-4-(4-hydroxy-3-isopropylbenzyl)-5-(prop-1-en-2-yl)phenoxy)acetic acid ClC=1C(=C(OCC(=O)O)C=C(C1CC1=CC(=C(C=C1)O)C(C)C)C(=C)C)F